butyl (6-chloropyridine-3-yl)carbamate ClC1=CC=C(C=N1)NC(OCCCC)=O